tert-butyl (12-aminododecyl)carbamate NCCCCCCCCCCCCNC(OC(C)(C)C)=O